(2S,4R)-1-((R)-17-amino-2-(2-((6-aminohexyl)thio)propan-2-yl)-4-oxo-6,9,12,15-tetraoxa-3-azaheptadecane-1-yl)-4-hydroxy-N-(4-(4-methylthiazol-5-yl)benzyl)pyrrolidine-2-carboxamide NCCOCCOCCOCCOCC(N[C@H](CN1[C@@H](C[C@H](C1)O)C(=O)NCC1=CC=C(C=C1)C1=C(N=CS1)C)C(C)(C)SCCCCCCN)=O